C1(=CC=CC=C1)N1C=NC2=C(C1=O)C=C(N=C2C=2C=NC=CC2)C=2C=NC(=CC2)C(F)(F)F 3-phenyl-8-(pyridin-3-yl)-6-(6-(trifluoromethyl)pyridin-3-yl)pyrido[3,4-d]pyrimidin-4(3H)-one